C(#N)C=1C=C(C=CC1)C=1N=C(SC1C1=CC(=NC(=C1)C)C)NC(=O)N1CC2(C1)NC(OCC2)=O N-[4-(3-Cyanophenyl)-5-(2,6-dimethyl-4-pyridyl)thiazol-2-yl]-6-oxo-7-oxa-2,5-diazaspiro[3.5]nonane-2-carboxamide